CC1N(C(CN(C1)C(CC(C)=O)=S)C)C(=O)OC(C)(C)C tert-butyl 2,6-dimethyl-4-(3-oxobutanethioyl)piperazine-1-carboxylate